N-[3-(methylcarbamoyl)phenyl]Piperidine-1-carboxamide CNC(=O)C=1C=C(C=CC1)NC(=O)N1CCCCC1